Cl.O1N=C(C2=C1C=CC=C2)C2=C(C=CC=C2)C(C)N 1-[2-(benzo[d]isoxazol-3-yl)phenyl]ethan-1-amine hydrochloride